N-(5-(3,5-Difluorophenoxy)-2-methoxyphenyl)-1-methyl-5-oxopyrrolidine-2-carboxamide FC=1C=C(OC=2C=CC(=C(C2)NC(=O)C2N(C(CC2)=O)C)OC)C=C(C1)F